CC1=C(C(=O)P=O)C(=CC(=C1)C)C (2,4,6-trimethylbenzoyl)phosphorus oxide